(2S)-2-(6-chloro-4-methyl-1,1-dioxo-3,4-dihydro-2H-benzo[e][1,2]thiazin-2-yl)-3-(6-fluoro-2,3-dimethylphenyl)butanoic acid ClC=1C=CC2=C(C(CN(S2(=O)=O)[C@H](C(=O)O)C(C)C2=C(C(=CC=C2F)C)C)C)C1